1-(4-cyanophenyl)-N-(5-(2-(((1r,4r)-4-(dimethylamino)cyclohexyl)amino)-8-isopropyl-7-oxo-7,8-dihydropyrido[2,3-d]pyrimidin-6-yl)pyridin-2-yl)methanesulfonamide C(#N)C1=CC=C(C=C1)CS(=O)(=O)NC1=NC=C(C=C1)C1=CC2=C(N=C(N=C2)NC2CCC(CC2)N(C)C)N(C1=O)C(C)C